The molecule is a C-glycosyl compound that is 1,8-dihydroxy-3-methylanthracen-9(10H)-one substituted by a (1-O-acetyl)-alpha-L-lyxopyranosyl moiety at position 10 via a C-glycosidic linkage (the 10S stereoisomer). It is isolated from the leaves of Alvaradoa haitiensis and exhibits cytotoxicity against human oral epidermoid carcinoma. It has a role as a metabolite and an antineoplastic agent. It is an acetate ester, a C-glycosyl compound, a member of anthracenes and a polyphenol. CC1=CC2=C(C(=C1)O)C(=O)C3=C([C@@H]2[C@H]4[C@@H]([C@H]([C@H]([C@@H](O4)OC(=O)C)O)O)O)C=CC=C3O